5-chloro-N-((6-methoxy-1-methyl-1H-benzimidazol-7-yl)methyl)thiophene-2-carboxamide ClC1=CC=C(S1)C(=O)NCC1=C(C=CC2=C1N(C=N2)C)OC